(-)-di-pivaloyl-L-tartaric acid C(C(C)(C)C)(=O)[C@]([C@](C(=O)O)(O)C(C(C)(C)C)=O)(O)C(=O)O